resorcinol-formaldehyde carbon [C].C1(O)=C(C(O)=CC=C1)C=O